BrC=1C=NN(C1)C=1C=CC(N(C1)CCC)=O 5-(4-bromo-1H-pyrazol-1-yl)-1-propylpyridin-2(1H)-one